6-(6-ethyl-2-pyridyl)-4-(trifluoromethyl)-isoindolin-1-one C(C)C1=CC=CC(=N1)C1=CC(=C2CNC(C2=C1)=O)C(F)(F)F